NC1=C(C=C(C=N1)NC(C(=O)N1[C@@H](C[C@H]([C@H](C1)C)OC)C=1C=CC2=C(N=CS2)C1)=O)CC |&1:14| rac-N-(6-Amino-5-ethyl-3-pyridyl)-2-[(2S,5S)-2-(1,3-benzothiazol-5-yl)-4-methoxy-5-methyl-1-piperidyl]-2-oxo-acetamide